2,5-dibutoxyterephthalaldehyde C(CCC)OC1=C(C=O)C=C(C(=C1)C=O)OCCCC